N-(4-hydroxy-3-methoxybenzyl)-8-methylnon-6-ynamide OC1=C(C=C(CNC(CCCCC#CC(C)C)=O)C=C1)OC